C(C)C1CC(C=C(C1)CC(=O)[O-])C 5-Ethyl-3-methyl-2-cyclohexen-1-yl-acetat